NC1=CC=C(C(=O)N[C@@H](CCC(=O)O)C(=O)O)C=C1 para-aminobenzoyl-L-glutamic acid